5-amino-N-[4-((3R)-3-amino-3-methylpiperidin-1-yl)-6,7-dihydro-5H-cyclopenta[b]pyridin-3-yl]-2-(2,6-difluorophenyl)-1,3-thiazole-4-carboxamide NC1=C(N=C(S1)C1=C(C=CC=C1F)F)C(=O)NC=1C(=C2C(=NC1)CCC2)N2C[C@](CCC2)(C)N